triphenylrhodium C1(=CC=CC=C1)[Rh](C1=CC=CC=C1)C1=CC=CC=C1